C(C)(=O)N1CC(CC1)(O)C1=CC2=C(N=CN=C2N[C@H](C#C)C2=C(C(=CC=C2)C(F)F)F)N(C1=O)C 6-(1-acetyl-3-hydroxypyrrolidin-3-yl)-4-{[(1R)-1-[3-(difluoromethyl)-2-fluorophenyl]prop-2-yn-1-yl]amino}-8-methyl-7H,8H-pyrido[2,3-d]pyrimidin-7-one